FC=1C=CC2=C(OCCCN2)C1 8-fluoro-2,3,4,5-tetrahydrobenzo[b][1,4]oxazepin